ClC1=C(C=O)C=C(C(=C1)F)N1C(NC(=CC1=O)C(F)(F)F)=O 2-chloro-4-fluoro-5-(2,6-dioxo-4-trifluoromethyl-2,3-dihydropyrimidin-1(6H)-yl)benzaldehyde